2-(2-(1-acryloylpiperidin-3-yl)-2H-indazol-6-yl)benzonitrile C(C=C)(=O)N1CC(CCC1)N1N=C2C=C(C=CC2=C1)C1=C(C#N)C=CC=C1